3-(trifluoromethyl)pyrazolo[3,4-b]pyridine FC(C1=NNC2=NC=CC=C21)(F)F